COC1=C(C=C(C=C1)OC)C1=CCCCCN1C=O 7-(2,5-dimethoxyphenyl)-2,3,4,5-tetrahydro-1H-azepine-1-carbaldehyde